4-(4-fluorobenzyl)-8,8-dimethyl-7,8-dihydro-6H-imidazo[1,2-a]pyrrolo[2,3-e]pyridine-1-carboxylic acid FC1=CC=C(CC=2C=3N(C4=C(C2)NCC4(C)C)C(=CN3)C(=O)O)C=C1